1-(3-(4-((4-chloro-5-phenoxypyridin-2-yl)amino)quinazolin-6-yl)piperidin-1-yl)prop-2-en-1-one ClC1=CC(=NC=C1OC1=CC=CC=C1)NC1=NC=NC2=CC=C(C=C12)C1CN(CCC1)C(C=C)=O